S(=O)(=O)(OOCC)OCC ethoxy ethyl sulfate